1-(2-aminopyridin-3-yl)non-2-yn-1-one NC1=NC=CC=C1C(C#CCCCCCC)=O